Butyl-methoxymethyl-pyrrolidine C(CCC)C1N(CCC1)COC